ClC=1C=C2C=C(C(=NC2=CC1)C1=C(C=CC=C1)Cl)OC1=CC(=C(C=C1)OC)OC 6-chloro-2-(2-chlorophenyl)-3-(3,4-dimethoxyphenoxy)quinoline